NCCCCCN1C(=NC2=C1C=C(C(=C2)Cl)F)NC=2C=C(C(=O)NO)C=CC2 3-((1-(5-aminopentyl)-5-chloro-6-fluoro-1H-benzo[d]imidazol-2-yl)amino)-N-hydroxybenzamide